COC1=C(C(=CC=C1)OC)C1=CC=CC=C1 1,3-dimethoxy-2-phenylbenzene